β-ethyl glutamate N[C@@H](CCC(=O)[O-])C(=O)OCC